C1(CC1)C1=NOC(=N1)C(C)N1C[C@@H](N(C[C@H]1C)C(=O)OC(C)(C)C)C tert-butyl (2S,5R)-4-(1-(3-cyclopropyl-1,2,4-oxadiazol-5-yl) ethyl)-2,5-dimethylpiperazine-1-carboxylate